3-(benzo[d]thiazol-6-yl)-4-methyl-N-(4-((4-methylpiperazin-1-yl)methyl)-3-(trifluoromethyl)phenyl)benzamide S1C=NC2=C1C=C(C=C2)C=2C=C(C(=O)NC1=CC(=C(C=C1)CN1CCN(CC1)C)C(F)(F)F)C=CC2C